ClC=1C=C2C(=NC(=NC2=CC1C1=C2C=NNC2=CC=C1C)C1CCN(CC1)C)N1CCC2(CN(C2)C(C=C)=O)CC1 1-(7-(6-chloro-7-(5-methyl-1H-indazol-4-yl)-2-(1-methylpiperidin-4-yl)quinazolin-4-yl)-2,7-diazaspiro[3.5]non-2-yl)prop-2-en-1-one